tin triphenyl acetate CC(=O)O[Sn](C1=CC=CC=C1)(C2=CC=CC=C2)C3=CC=CC=C3